((2-(pyridin-4-yl)cyclopropyl)methyl)piperidin-4-amine N1=CC=C(C=C1)C1C(C1)CN1CCC(CC1)N